methyl 2-bromo-6-(((2S)-2-((tert-butoxycarbonyl)amino)-1-cyano-3-(1H-indol-3-yl)propyl)-amino)benzoate BrC1=C(C(=O)OC)C(=CC=C1)NC([C@H](CC1=CNC2=CC=CC=C12)NC(=O)OC(C)(C)C)C#N